8-((4-((((R or S)-1,4-dioxan-2-yl)methyl)(benzo[d][1,3]dioxol-4-yl)amino)cyclohexyl)(methyl)amino)-5-methyl-6-oxo-5,6-dihydro-1,5-naphthyridine-2-carbonitrile O1[C@@H](COCC1)CN(C1CCC(CC1)N(C1=CC(N(C=2C=CC(=NC12)C#N)C)=O)C)C1=CC=CC=2OCOC21 |o1:1|